2-[2-(aminomethyl)-3,3-difluoro-allyl]-4-[[4-[6-(trifluoromethyl)-3-pyridinyl]-2-thienyl]methyl]-1,2,4-triazol-3-one NCC(CN1N=CN(C1=O)CC=1SC=C(C1)C=1C=NC(=CC1)C(F)(F)F)=C(F)F